N=1N=CN(C1)C1=CC(=C2C=NNC2=C1)OCCOCCCCNCC=1C=C(C=C(C1)OC(F)(F)F)CO (3-(((4-(2-((6-(4H-1,2,4-triazol-4-yl)-1H-indazol-4-yl)oxy)ethoxy)butyl)amino)methyl)-5-(trifluoromethoxy)phenyl)methanol